C1(=CC=CC=C1)C1OC(OC1)=O 4-phenyl-[1,3]dioxolan-2-one